ClC=1C(=NC=CC1C1=C(C(=CC=C1)C1=NC(=C(C=C1)C=1NCCN1)OC)Cl)C1=CC(=C(CNC[C@H](CC(=O)O)O)C=C1)OC (S)-4-((4-(3-chloro-4-(2-chloro-3-(5-(4,5-dihydro-1H-imidazol-2-yl)-6-methoxypyridin-2-yl)phenyl)pyridin-2-yl)-2-methoxybenzyl)amino)-3-hydroxybutanoic acid